C(CCC(=O)C)(=O)O[C@H]1[C@H]([C@H](O)O[C@@H]1COCC1=CC=CC=C1)OCC1=CC=CC=C1 3-O-levulinyl-2,5-di-O-benzyl-β-D-ribofuranose